C1(=CC=CC=C1)C1=CC=C2C(=CC=NC2=C1)SCCCCCCNC1=CC=C(C=C1)N1CCNCC1 (6-((7-phenylquinolin-4-yl)thio)hexyl)-4-(piperazin-1-yl)aniline